5-(5-chloropyrimidin-2-yl)oxy-8-methyl-4-(4,4,4-trifluorobutyl)-2-(trifluoromethyl)quinazoline ClC=1C=NC(=NC1)OC1=C2C(=NC(=NC2=C(C=C1)C)C(F)(F)F)CCCC(F)(F)F